bis(3,5-di-t-butyl-4-hydroxyphenyl)-N,N'-hexamethylenedipropionamide C(C)(C)(C)C=1C=C(C=C(C1O)C(C)(C)C)C(C(=O)NCCCCCCNC(C(C)C1=CC(=C(C(=C1)C(C)(C)C)O)C(C)(C)C)=O)C